tert-butyl 3-((acetylthio)methyl)azetidine-1-carboxylate C(C)(=O)SCC1CN(C1)C(=O)OC(C)(C)C